N[C@@H]1CC[C@H](CC1)C1=C(C=CC(=C1)C1=C(C=NN1C)C#N)NC(=O)C1=NC(=NC=C1)C1=C(C=CC=C1OC)F N-(2-((trans)-4-aminocyclohexyl)-4-(4-cyano-1-methyl-1H-pyrazol-5-yl)phenyl)-2-(2-fluoro-6-methoxyphenyl)pyrimidine-4-carboxamide